ClC=1C(=NC=CC1C1=NNC2=NC(=CN=C21)N2CCC1(CC2)[C@@H](C2=CC(=CC=C2C1)N(C)C)N)NCC1CC1 (S)-1'-(3-(3-chloro-2-((cyclopropylmethyl)amino)pyridin-4-yl)-1H-pyrazolo[3,4-b]pyrazin-6-yl)-N6,N6-dimethyl-1,3-dihydrospiro[indene-2,4'-piperidine]-1,6-diamine